CC1=C(C=CC=C1C)N1CCN(CC1)C(CN1N=C(C2=C1CCC2)C(=O)N2CCC1(CCCC(N1)=O)CC2)=O 9-(1-{2-[4-(2,3-Dimethylphenyl)piperazin-1-yl]-2-oxoethyl}-1,4,5,6-tetrahydrocyclopenta[c]pyrazol-3-carbonyl)-1,9-diazaspiro[5.5]undecan-2-on